CN(C1CC1)CC(=O)O 2-(N-Methyl-N-cyclopropylamino)acetic acid